ethyl 2-bromo-5-[chloro-(4-chlorophenyl) methyl]-1-isopropyl-imidazole-4-carboxylate BrC=1N(C(=C(N1)C(=O)OCC)C(C1=CC=C(C=C1)Cl)Cl)C(C)C